vinyl-pyrrolidinone C(=C)N1C(CCC1)=O